2-[[3-(5-isopropoxy-2-pyridyl)-1,2,4-thiadiazol-5-yl]amino]-5-(trifluoromethyl)pyridine-3-sulfonic acid C(C)(C)OC=1C=CC(=NC1)C1=NSC(=N1)NC1=NC=C(C=C1S(=O)(=O)O)C(F)(F)F